NC1=CC(=NC(=N1)C)B(O)O 6-AMINO-2-METHYLPYRIMIDIN-4-YLBORONIC ACID